S(=O)(=O)([O-])[O-].OO.[K+].[K+] potassium hydrogen peroxide monosulfate